2-bromo-5-pentylthieno[3,2-b]thiophene BrC1=CC2=C(S1)C=C(S2)CCCCC